FC=1C=CC(=C(C1)C=1C=C2C(=NC1)N(C(N2C)=O)[C@H](CS(=O)(=O)C)C2=NC(=C(C=C2)OC)OCC)C (S)-6-(5-fluoro-2-methylphenyl)-3-(1-(6-ethoxy-5-methoxypyridin-2-yl)-2-(methylsulfonyl)ethyl)-1-methyl-1H-imidazo[4,5-b]pyridin-2(3H)-one